CC(CCCCCC)(C)S 1,1-dimethylheptyl mercaptan